C(C)OC(=O)C=1C(=NC=CC1CBr)Br bromo-4-(bromomethyl)pyridine-3-carboxylic acid ethyl ester